C(C)NC=1C=CC2=C(N(CCN(C2=O)CC2=CC=C(C=C2)O[C@@H](CCNC)C=2SC=CC2)C)N1 (S)-8-(ethylamino)-1-methyl-4-(4-(3-(methylamino)-1-(thiophen-2-yl)propoxy)benzyl)-1,2,3,4-tetrahydro-5H-pyrido[2,3-e][1,4]diazepin-5-one